N'-((4-fluoro-2-(2-methoxypyridin-4-yl)-6-methylphenyl)carbamoyl)-6,7-dihydro-5H-pyrazolo[5,1-b][1,3]oxazine-3-sulfonimidamide FC1=CC(=C(C(=C1)C)NC(=O)N=S(=O)(N)C=1C=NN2C1OCCC2)C2=CC(=NC=C2)OC